2',5',6-trimethyl-(4,4'-bipyridine)-3-carboxylic Acid CC1=NC=C(C(=C1)C1=C(C=NC(=C1)C)C(=O)O)C